4-[(3-{7-bromo-3-[(trifluoromethyl)sulfanyl]-1-benzothiophen-2-yl}prop-2-yn-1-yl)amino]-3-methoxy-N-methylbenzamide BrC1=CC=CC=2C(=C(SC21)C#CCNC2=C(C=C(C(=O)NC)C=C2)OC)SC(F)(F)F